O=C1NC(CCC1N1C(C2=CC=CC=C2CC1=O)=O)=O 2-(2,6-dioxopiperidin-3-yl)isoquinoline-1,3-dione